methyl [(6S)-4-(4'-hydroxy-2'-methoxy[1,1'-biphenyl]-4-yl)-2,3,9-trimethyl-6H-thieno[3,2-f][1,2,4]triazolo[4,3-a][1,4]diazepin-6-yl]acetate OC1=CC(=C(C=C1)C1=CC=C(C=C1)C1=N[C@H](C=2N(C3=C1C(=C(S3)C)C)C(=NN2)C)CC(=O)OC)OC